(R)-6-bromo-1-(1-(2,4-dichlorophenyl)ethyl)-1H-[1,2,3]triazolo[4,5-b]pyrazine BrC1=CN=C2C(=N1)N(N=N2)[C@H](C)C2=C(C=C(C=C2)Cl)Cl